4-[2-[(2-chloro-4-fluorophenyl)amino]-5-methyl-4-pyrimidinyl]-N-[(1S)-1-(3-chlorophenyl)-2-hydroxyethyl]-1H-pyrrole-2-carboxamide ClC1=C(C=CC(=C1)F)NC1=NC=C(C(=N1)C=1C=C(NC1)C(=O)N[C@H](CO)C1=CC(=CC=C1)Cl)C